(7-hydroxybenzofuran-5-yl)carbamic acid tert-butyl ester C(C)(C)(C)OC(NC=1C=C(C2=C(C=CO2)C1)O)=O